C1=COC=C1 2-Furan